N'-(4-(3-(cyclopropylmethoxy)oxetan-3-yl)-5-methoxy-2-methylphenyl)-N-ethyl-N-methylformimidamide C1(CC1)COC1(COC1)C1=CC(=C(C=C1OC)N=CN(C)CC)C